FCC1CC2C(NC(N2)=O)CO1 6-(fluoromethyl)hexahydropyrano[3,4-d]imidazol-2(3H)-one